3-(5-(4-(2-cyclopropoxyphenyl)-1H-1,2,3-triazol-1-yl)-1-oxoisoindolin-2-yl)piperidine-2,6-dione C1(CC1)OC1=C(C=CC=C1)C=1N=NN(C1)C=1C=C2CN(C(C2=CC1)=O)C1C(NC(CC1)=O)=O